dihexadecyldimethyl-ammonium chloride [Cl-].C(CCCCCCCCCCCCCCC)[N+](C)(C)CCCCCCCCCCCCCCCC